ClC1=CC=C(C=N1)C(C)(CC=C)O 2-(6-chloropyridin-3-yl)pent-4-en-2-ol